monotridecyl phosphate P(=O)(OCCCCCCCCCCCCC)([O-])[O-]